4-(1-methyl-1H-pyrazol-yl)-N-((3S,4S)-(2,3,4-trifluorophenyl)piperidine-3-yl)-2-fluorobenzamide CN1N=C(C=C1)C1=CC(=C(C(=O)N[C@@H]2CN(CCC2)C2=C(C(=C(C=C2)F)F)F)C=C1)F